ethyl 3-(2-(aminomethyl)-5-cyclopropylpyrazolo[1,5-a]pyridin-7-yl)propanoate NCC1=NN2C(C=C(C=C2CCC(=O)OCC)C2CC2)=C1